C(C(C)C)[C@H]1C(N(CCN1)[C@H](C(=O)N1CCC(CC1)C(=O)OCC1CC1)CC(C)C)=O Cyclopropylmethyl 1-{(S)-2-[(S)-3-isobutyl-2-oxo-1-piperazinyl]-4-methylvaleryl}-4-piperidinecarboxylate